C(#N)[C@H](CC1=C(C=C(C=C1)C=1C=CC2=C(N(C(O2)=O)C)C1)F)NC(=O)[C@@H]1C[C@H]2[C@@H](N1C)CCC2 (2S,3aS,6aS)-N-[(1S)-1-cyano-2-[2-fluoro-4-(3-methyl-2-oxo-1,3-benzoxazol-5-yl)phenyl]ethyl]-1-methyl-hexahydro-2H-cyclopenta[b]pyrrole-2-carboxamide